FC=1C=C(C=C(C1CN1CCOCC1)F)C=1C=CC=C2N=CC(=NC12)C=1C=NN(C1)C1CCN(CC1)CCCCCCOC=1C=C2C(N(C(C2=CC1)=O)C1C(NC(CC1)=O)=O)=O 5-((6-(4-(4-(8-(3,5-difluoro-4-(morpholinomethyl)phenyl)quinoxalin-2-yl)-1H-pyrazol-1-yl)piperidin-1-yl)hexyl)oxy)-2-(2,6-dioxopiperidin-3-yl)isoindoline-1,3-dione